2-chloro-5-phenyl-9H-fluorene ClC1=CC=2CC3=CC=CC(=C3C2C=C1)C1=CC=CC=C1